F\C(\C(=O)O)=C/C1=NC(=CN=C1)C (Z)-2-fluoro-3-(6-methylpyrazin-2-yl)acrylic acid